(S)-2-(1-(3,5-dichloro-2-methylpyrazolo[1,5-a]pyrimidin-6-yl)ethyl)isoindoline-1,3-dione ClC=1C(=NN2C1N=C(C(=C2)[C@H](C)N2C(C1=CC=CC=C1C2=O)=O)Cl)C